1-(2,2-difluoroethyl)pyrimidine-2,4(1H,3H)-dione FC(CN1C(NC(C=C1)=O)=O)F